C[S@@](=O)(C1=CC(=CC=C1)NC(C1=C(N=CC(=C1C)C(F)(F)F)N1C[C@H](OCC1)C(F)(F)F)=O)=NC(OC(C)(C)C)=O tert-butyl ((R)-methyl(3-(4-methyl-5-(trifluoromethyl)-2-((S)-2-(trifluoromethyl)morpholino)nicotinamido)phenyl)(oxo)-λ6-sulfaneylidene)carbamate